C(#N)C1(CCN(CC1)C(=O)OC(C)(C)C)CN1CCC(CC1)C#C tert-butyl 4-cyano-4-[(4-ethynyl-1-piperidyl)methyl]piperidine-1-carboxylate